[N-](S(=O)(=O)C(F)(F)F)S(=O)(=O)C(F)(F)F.C(C=C)N1C=[N+](C=C1)CC 1-allyl-3-ethylimidazolium bis(trifluoromethanesulfonyl)imide